Cl.BrC=1N=C2N(C(N(N=C2C(C)C)CC(=O)N[C@H]2CNCCC2)=O)C1 (R)-2-(2-bromo-8-isopropyl-5-oxoimidazo[1,2-d][1,2,4]triazin-6(5H)-yl)-N-(piperidin-3-yl)acetamide hydrochloride